(S)-3-(2-(1-((tert-butoxycarbonyl)amino)ethyl)-5-chloro-4-oxoquinazolin-3(4H)-yl)cyclobutane-1-carboxylic acid methyl ester COC(=O)C1CC(C1)N1C(=NC2=CC=CC(=C2C1=O)Cl)[C@H](C)NC(=O)OC(C)(C)C